C(CCC)(=O)O[BH-](OC(CCC)=O)OC(CCC)=O.C(CCC)[N+](CCCC)(CCCC)CCCC tetrabutylammonium tributyryloxyborohydride